C(C1=CC=CC=C1)N1C(C(CCC1)CC)=O 1-benzyl-3-ethylpiperidin-2-one